C1(CCC1)CN[C@H]1CN(CCC1)C=1N=NC(=CC1)C(N1N=NC(=C1)C=1C=NC=C(C1)OC)C1CC1 (3R)-N-(cyclobutylmethyl)-1-(6-(cyclopropyl(4-(5-methoxypyridin-3-yl)-1H-1,2,3-triazol-1-yl)methyl)pyridazin-3-yl)piperidin-3-amine